N1=CNC2=NC=CC(=C21)C=2C=NN(C2)C2=CC=C(C=N2)C(O)C2CCN(CC2)C (6-(4-(3H-imidazo[4,5-b]pyridin-7-yl)-1H-pyrazol-1-yl)pyridin-3-yl)(1-methylpiperidin-4-yl)methanol